BrC1=CC=2C=3N(C(=NC2C=C1)Cl)C=NN3 9-bromo-5-chloro-[1,2,4]triazolo[4,3-c]quinazoline